(R)-2-(3-(5-(3-Hydroxy-1-methyl-2-oxopyrrolidin-3-yl)isoxazol-3-yl)phenyl)-5-((4-methoxy-1-methyl-1H-pyrazol-3-yl)amino)pyrimidine-4-carboxamide O[C@@]1(C(N(CC1)C)=O)C1=CC(=NO1)C=1C=C(C=CC1)C1=NC=C(C(=N1)C(=O)N)NC1=NN(C=C1OC)C